C(C)(CC)C1=C(C=CC(=C1)OC)O 2-sec-butyl-4-methoxyphenol